1,1-Dimethyl-5-((trifluoromethyl)sulfonyl)-3,3a,4,5,6,7-hexahydro-1H-isochromeno[4,5-cd]azepine CC1(OCC2CN(CCC3=C2C1=CC=C3)S(=O)(=O)C(F)(F)F)C